C(C)C=1C=C(C(=CC1)OC)O p-ethyl-guaiacol